BrC1=CC=C2C=C(C3(C2=C1)CCC3)C=3N(C1=CC=CC=C1C3)C3=NC=CC=C3 2-(6'-Bromospiro[cyclobutane-1,1'-inden]-2'-yl)-1-(pyridin-2-yl)-1H-indole